2-((benzyloxy)methyl)pyrrolidine-2-carboxylic acid ethyl ester C(C)OC(=O)C1(NCCC1)COCC1=CC=CC=C1